[Gd].C(CN(CC(=O)O)CC(=O)O)N(CC(=O)O)CC(=O)O ethylenediaminetetraacetic acid Gadolinium